2-[2-[2-[2-[2-[2-[2-[tert-butoxycarbonyl(methyl)amino]ethoxy]ethoxy]ethoxy]ethoxy]ethoxy]-ethoxy]ethyl 4-methylbenzenesulfonate CC1=CC=C(C=C1)S(=O)(=O)OCCOCCOCCOCCOCCOCCOCCN(C)C(=O)OC(C)(C)C